(Z)-4-(3,5-bis(trifluoromethyl)phenyl)-1-(3-(3,3-difluoroazetidin-1-yl)-3-oxoprop-1-en-1-yl)pyrrolidin-2-one FC(C=1C=C(C=C(C1)C(F)(F)F)C1CC(N(C1)\C=C/C(=O)N1CC(C1)(F)F)=O)(F)F